4-(3,8-diazabicyclo[3.2.1]octan-3-yl)-7-(8-ethynyl-7-fluoro-3-hydroxynaphthalen-1-yl)-8-fluoro-1-methyl-2-oxo-1,2-dihydroquinazoline-6-carbonitrile 2,2,2-trifluoroacetate FC(C(=O)O)(F)F.C12CN(CC(CC1)N2)C2=NC(N(C1=C(C(=C(C=C21)C#N)C2=CC(=CC1=CC=C(C(=C21)C#C)F)O)F)C)=O